4-(7-(9-(2-fluoro-4-nitrophenyl)-3,9-diazaspiro[5.5]undecan-3-yl)-1,3-dimethyl-2-oxo-1,2-dihydroquinolin-5-yl)-1-methyl-1,2,3,4-tetrahydroquinoxaline-6-carbonitrile FC1=C(C=CC(=C1)[N+](=O)[O-])N1CCC2(CCN(CC2)C2=CC(=C3C=C(C(N(C3=C2)C)=O)C)N2CCN(C3=CC=C(C=C23)C#N)C)CC1